C(C)(C)(C)OC(=O)N1CCN(CC1)C(=O)C=1C=C(C=CC1)C=1N(C2=CC(=CC=C2C1C)C1=CC(=NC(=C1)C)C)C(=O)OC(C)(C)C tert-butyl 2-(3-(4-(tert-butoxycarbonyl)piperazine-1-carbonyl)phenyl)-6-(2,6-dimethylpyridin-4-yl)-3-methyl-1H-indole-1-carboxylate